tert-butyl 6-[2,6-difluoro-4-(4,4,5,5-tetramethyl-1,3,2-dioxaborolan-2-yl)phenyl]-2,6-diazaspiro[3.3]heptane-2-carboxylate FC1=C(C(=CC(=C1)B1OC(C(O1)(C)C)(C)C)F)N1CC2(CN(C2)C(=O)OC(C)(C)C)C1